tert-butyl 4-fluoro-4-[7-(8-methoxy-2-methyl-imidazo[1,2-b]pyridazin-6-yl)-5-oxo-thiazolo[3,2-a]pyrimidin-2-yl]piperidine-1-carboxylate FC1(CCN(CC1)C(=O)OC(C)(C)C)C1=CN2C(=NC(=CC2=O)C=2C=C(C=3N(N2)C=C(N3)C)OC)S1